N1(N=CN=C1)C(=O)N1N=CN=C1 di(1H-1,2,4-triazol-1-yl)methanone